OC1=C(C(=O)OC(C)C)C=C(C=C1)O isopropyl 2,5-dihydroxybenzoate